BrC1=CC=C(C=C1)S(=O)(C(F)(F)F)=N (4-bromophenyl)(imino)(trifluoromethyl)-λ6-sulfanone